NC(CO)(C)C1=CC(=NC(=C1)C1=CC=C(C=C1)F)OC1[C@@H]2CN(C[C@H]12)C(=O)C1=CC(=NN1C)C=1OC=CN1 ((1R,5S,6s)-6-((4-(2-amino-1-hydroxypropan-2-yl)-6-(4-fluorophenyl)pyridin-2-yl)oxy)-3-azabicyclo[3.1.0]hexan-3-yl)(1-methyl-3-(oxazol-2-yl)-1H-pyrazol-5-yl)methanone